4-[(3S)-3-amino-3-methylpyrrolidin-1-yl]-N-[(1R)-1-cyclopropylethyl]-5-(3,5-difluorophenyl)pyridine-3-carboxamide N[C@@]1(CN(CC1)C1=C(C=NC=C1C1=CC(=CC(=C1)F)F)C(=O)N[C@H](C)C1CC1)C